S1C=NC=2C=[N+](C=CC21)[O-] thiazolo[4,5-c]pyridine-5-oxide